2-amino-6-(1-methyl-1H-pyrazol-4-yl)pyridine tert-butyl-4-[(4-hydroxyphenyl)methyl]piperazine-1-carboxylate C(C)(C)(C)OC(=O)N1CCN(CC1)CC1=CC=C(C=C1)O.NC1=NC(=CC=C1)C=1C=NN(C1)C